C[Si](O)(O)O MONOMETHYLSILANETRIOL